tert-Butyl 3,3-difluoro-4-(4-(4,4,5,5-tetramethyl-1,3,2-dioxaborolan-2-yl)-1H-pyrazol-1-yl)piperidine-1-carboxylate FC1(CN(CCC1N1N=CC(=C1)B1OC(C(O1)(C)C)(C)C)C(=O)OC(C)(C)C)F